1-(3-chloro-5'-fluoro-2'-hydroxy-3'-(5-(7-hydroxy-7-methyl-5-azaspiro[2.4]heptan-5-yl)-6-methoxypyridin-3-yl)-[1,1'-biphenyl]-4-yl)-3-methyl-1H-imidazol-2(3H)-one ClC=1C=C(C=CC1N1C(N(C=C1)C)=O)C1=C(C(=CC(=C1)F)C=1C=NC(=C(C1)N1CC2(CC2)C(C1)(C)O)OC)O